2-(2-((3R,4R)-3-Amino-4-fluoropiperidin-1-yl)-5,6-difluoro-1H-benzo[d]imidazol-1-yl)-1-(hexahydropyrano[4,3-b][1,4]oxazin-4(7H)-yl)ethanon N[C@@H]1CN(CC[C@H]1F)C1=NC2=C(N1CC(=O)N1C3C(OCC1)CCOC3)C=C(C(=C2)F)F